C1(CC1)C1=C(C=NC=C1)O[C@H]1C[C@H](CC1)C1=NNC(=C1)NC(CC1=CC(=NO1)C)=O N-(3-((1S,3R)-3-((4-cyclopropylpyridin-3-yl)oxy)cyclopentyl)-1H-pyrazol-5-yl)-2-(3-methylisoxazol-5-yl)acetamide